((2R,4S,5R)-4-hydroxy-5-(hydroxymethyl)tetrahydrofuran-2-yl)-7,9-dihydro-8H-purin-8-one O[C@H]1C[C@@H](O[C@@H]1CO)C1=NC=C2NC(NC2=N1)=O